CC(=CCC1=C2C(=C(C=C1O)O)C(=O)C(=C(O2)C3=CC=CC=C3)OC)C The molecule is a 7-hydroxyflavonol that is 3-O-methylgalangin substituted by a prenyl group at position 8. It is a 7-hydroxyflavonol, a dihydroxyflavone and a monomethoxyflavone. It derives from a galangin.